CN1N=C(C=CC1=O)CN1C(C=C(C=C1)C1=NN(C2=CC=CC=C12)C1=CC=C(C=C1)C(F)(F)F)=O 2-methyl-6-((2-oxo-4-(1-(4-(trifluoromethyl)phenyl)-1H-indazol-3-yl)pyridin-1(2H)-yl)methyl)pyridazin-3(2H)-one